4-[[1-[1-[(3S)-2,6-dioxo-3-piperidinyl]-3,4-dihydro-2H-quinolin-5-yl]-4-piperidinyl]oxy]piperidine-1-carboxylic acid tert-butyl ester C(C)(C)(C)OC(=O)N1CCC(CC1)OC1CCN(CC1)C1=C2CCCN(C2=CC=C1)[C@@H]1C(NC(CC1)=O)=O